(5-(((6-bromo-3-fluoropyridin-2-yl)methoxy)methyl)-2-methoxy-3-nitrophenyl)-5-fluoropyrimidine BrC1=CC=C(C(=N1)COCC=1C=C(C(=C(C1)C1=NC=C(C=N1)F)OC)[N+](=O)[O-])F